N-(4-(4-amino-5-(3-fluoro-4-((4-(difluoromethyl)pyrimidin-2-yl)oxy)phenyl)-7-methyl-7H-pyrrolo[2,3-d]pyrimidin-6-yl)phenyl)-2-cyclopropylacrylamide NC=1C2=C(N=CN1)N(C(=C2C2=CC(=C(C=C2)OC2=NC=CC(=N2)C(F)F)F)C2=CC=C(C=C2)NC(C(=C)C2CC2)=O)C